Methanol oxalate C(C(=O)O)(=O)O.CO